3-mercapto-2-methylpropyl-(ethoxydimethylsilane) SCC(C[Si](C)(C)OCC)C